2-Cyanoethyldiisopropylchlorophosphoramidite C(#N)CCC(C)(C)N(P([O-])Cl)C(C)C